COC(=O)C=1C=C(C=CC1OC)C1=C(C=CC(=C1)C(=O)N)F 5'-Aminocarbonyl-2'-fluoro-4-methoxy-[1,1'-biphenyl]-3-carboxylic acid methyl ester